2-[3,5-dimethyl-4-[(5-methylthiazol-2-yl)methyl]piperazin-1-yl]-6-fluoro-4-isobutyl-benzonitrile CC1CN(CC(N1CC=1SC(=CN1)C)C)C1=C(C#N)C(=CC(=C1)CC(C)C)F